(2-amino-5-(4-(morpholinomethyl)phenyl)pyridin-3-yl)(4-hydroxypiperidin-1-yl)methanone NC1=NC=C(C=C1C(=O)N1CCC(CC1)O)C1=CC=C(C=C1)CN1CCOCC1